NC([C@H](C)NC1=CC2=C(C=3N(CCO2)C=C(N3)N(C(OC)=O)[C@@H]3C(C3)(F)F)C=C1)=O methyl (9-(((S)-1-amino-1-oxopropan-2-yl)amino)-5,6-dihydrobenzo[f]imidazo[1,2-d][1,4]oxazepin-2-yl)((S)-2,2-difluorocyclopropyl)carbamate